N-[3-(p-toluenesulfonyloxy)phenyl]-N'-[4-(benzylsulfonyloxy)phenyl]urea CC1=CC=C(C=C1)S(=O)(=O)OC=1C=C(C=CC1)NC(=O)NC1=CC=C(C=C1)OS(=O)(=O)CC1=CC=CC=C1